SC=1N=CN(C1CC(C(=O)O)NC)C 3-(4-mercapto-1-methyl-imidazol-5-yl)-2-(methylamino)propionic acid